C(CCCCC)C(C(=O)OCCCCCCC(=O)OCC(COC(CCC(OCCCC\C=C/CC)OCCCC\C=C/CC)=O)COC(=O)OCC1CN(CCC1)CC)CCCCCCCC 7-(3-((4,4-bis(((Z)-oct-5-en-1-yl)oxy)butanoyl)oxy)-2-(((((1-ethylpiperidin-3-yl)methoxy)carbonyl)oxy)methyl)propoxy)-7-oxoheptyl 2-hexyldecanoate